3-(p-chlorophenyl)-4-(3-fluoro-1-{[phenyl]methyl}-1H-pyrazol-4-yl)-2-pyrimidinamine ClC1=CC=C(C=C1)N1C(N=CC=C1C=1C(=NN(C1)CC1=CC=CC=C1)F)N